chloro-6'-(pyrimidin-4-ylamino)-2-(trifluoromethyl)-2'H-spiro[cyclohexane-1,3'-imidazo[1,5-a]pyridine]-1',5'-dione ClN1C2(N3C(=CC=C(C3=O)NC3=NC=NC=C3)C1=O)C(CCCC2)C(F)(F)F